C(C)(C)(C)OC(=O)N[C@H](C(=O)N1[C@@H]([C@H]2C([C@H]2C1)(C)C)C(=O)O)CC1CC1 (1R,2S,5S)-3-[(2S)-2-(tert-butoxycarbonylamino)-3-cyclopropyl-propanoyl]-6,6-dimethyl-3-azabicyclo[3.1.0]hexane-2-carboxylic acid